4-bromo-6-fluoro-1-(2,2,2-trifluoroethyl)-1H-indole BrC1=C2C=CN(C2=CC(=C1)F)CC(F)(F)F